OCC1(N2C(C=3N(C(CCC1)C2)C=C(C(C3)=O)C(=O)NCC3=C(C=C(C=C3F)F)F)=O)C (hydroxymethyl)-3-methyl-1,11-dioxo-N-(2,4,6-trifluorobenzyl)-1,4,5,6,7,11-hexahydro-3H-2,7-methanopyrido[1,2-a][1,4]diazonine-10-carboxamide